Cl.ClC1=CC=C(CNC2=NC3=CC(=CC=C3C(=C2)N2CCC(CC2)NC(C)(C)C)OC)C=C1 2-(4-chlorobenzylamino)-4-(4-tert-butylaminopiperidin-1-yl)-7-methoxyquinoline hydrochloride salt